1-((3-bromo-2-chlorophenyl)imino)hexahydro-1λ6-thiopyran 1-oxide BrC=1C(=C(C=CC1)N=S1(CCCCC1)=O)Cl